N-[4-[(6,7-dimethoxy-1,5-naphthyridin-4-yl)oxy]-3-fluorophenyl]-1-(4-fluorophenyl)-2-(methylamino)-6-oxopyrimidine-5-carboxamide COC=1N=C2C(=CC=NC2=CC1OC)OC1=C(C=C(C=C1)NC(=O)C1=CN=C(N(C1=O)C1=CC=C(C=C1)F)NC)F